C[C@]12CC(C[C@](CC1)(N2)C)N(C2=CC(=C(N=N2)C2=C(C=C(C(=C2)F)C=2C=NNC2)O)F)C 2-(6-(((1R,3S,5S)-1,5-dimethyl-8-azabicyclo[3.2.1]oct-3-yl)(methyl)amino)-4-fluoropyridazin-3-yl)-4-fluoro-5-(1H-pyrazol-4-yl)phenol